C(#N)C=1N=CC(=NC1)NC(=O)[C@H]1CC[C@H]2[C@@H]3CC[C@@H]4C[C@@H](CC[C@@H]4[C@H]3CC[C@]12C)O (3R,5R,8R,9R,10S,13S,14S,17S)-N-(5-cyanopyrazin-2-yl)-3-hydroxy-13-methylhexadecahydro-1H-cyclopenta[a]phenanthrene-17-carboxamide